N2-(3,3-difluorocyclopentyl)-N4-(1-methyl-1H-indol-2-yl)-6-(6-(trifluoromethyl)pyridin-2-yl)-1,3,5-triazine-2,4-diamine FC1(CC(CC1)NC1=NC(=NC(=N1)NC=1N(C2=CC=CC=C2C1)C)C1=NC(=CC=C1)C(F)(F)F)F